propan-1-aminium trifluoroacetate FC(C(=O)[O-])(F)F.C(CC)[NH3+]